O=C1NC(CCC1N1C(C2=CC=C(C=C2C1=O)N1CC(C1)OC1=CC=C(C=C1)C(C)(C)C1=CC=C(OCC2=NC(=NC=C2)NS(=O)(=O)C)C=C1)=O)=O N-(4-((4-(2-(4-((1-(2-(2,6-dioxopiperidin-3-yl)-1,3-dioxoisoindolin-5-yl)azetidin-3-yl)oxy)phenyl)propan-2-yl)phenoxy)methyl)pyrimidin-2-yl)methanesulfonamide